C(C)(C)(C)OC(NC(C)C=1SC=C(C1)Br)=O (1-(4-bromothiophen-2-yl)ethyl)carbamic acid tert-butyl ester